FC=1C=C(C#N)C=C(C1)[C@@H]1CC=NN1C(=O)N1CCN(CC1)C1=NC=C(C(=N1)C1=C2N(N=C1C)CCC2)F (S)-3-fluoro-5-(1-(4-(5-fluoro-4-(2-methyl-5,6-dihydro-4H-pyrrolo[1,2-b]pyrazol-3-yl)pyrimidin-2-yl)piperazine-1-carbonyl)-4,5-dihydro-1H-pyrazol-5-yl)benzonitrile